(4-fluorophenyl)(3-(4-((1-(3-fluoropropyl-1,1-d2)azetidin-3-yl)oxy)phenoxy)-6-hydroxybenzo[b]thiophen-2-yl)methanone FC1=CC=C(C=C1)C(=O)C1=C(C2=C(S1)C=C(C=C2)O)OC2=CC=C(C=C2)OC2CN(C2)C(CCF)([2H])[2H]